C(C1=CC=CC=C1)N(CCBr)CCBr N-benzyl-2-bromo-N-(2-bromoethyl)ethan-1-amine